N1=C(SC2=C1C1=C(CCC2)C=CC=C1)N 5,6-dihydro-4H-benzo[6,7]cyclohepta[1,2-d]thiazol-2-amine